[(2,4-dimethoxyphenyl)methyl]-N-methyl[5-chloro-3-(cyclopropylmethyl)-2-{[2-(trimethylsilyl)ethoxy]methyl}-2H-1,2,4,6-tetraazainden-7-yl]amine COC1=C(C=CC(=C1)OC)CN(C)C1=NC(=NC2=C(N(N=C12)COCC[Si](C)(C)C)CC1CC1)Cl